ON=C(C1=NC=C(C=C1)NC1=CC(=NO1)C1=NC=C(C=C1)C(F)(F)F)N N'-Hydroxy-5-((3-(5-(trifluoromethyl)pyridin-2-yl)isoxazol-5-yl)amino)picolinimidamide